(S)-4-(2-((3-aminopyrrolidin-1-yl)methyl)-5-(3,4-dimethylphenyl)-1-methyl-1H-pyrrolo[2,3-c]pyridin-4-yl)-2-fluorobenzonitrile N[C@@H]1CN(CC1)CC1=CC=2C(=CN=C(C2C2=CC(=C(C#N)C=C2)F)C2=CC(=C(C=C2)C)C)N1C